COC=1C=2N(C=NC1C=1C=NNC1)N=C(N2)NC2CN(C2)C(=O)C2=CC=C(C=C2)NC(C=C)=O N-(4-(3-((8-methoxy-7-(1H-pyrazol-4-yl)-[1,2,4]triazolo[1,5-c]pyrimidin-2-yl)amino)azetidine-1-carbonyl)phenyl)acrylamide